FC1=C(NC=2C(=NC(=C(N2)NC)C=2C3=C(C=NC2)N(C=N3)C)C(=O)N)C=CC(=C1F)N1CCC(CC1)N1CCN(CC1)C 3-[2,3-Difluoro-4-[4-(4-methylpiperazin-1-yl)-1-piperidyl]anilino]-5-(methylamino)-6-(3-methylimidazo[4,5-c]pyridin-7-yl)pyrazine-2-carboxamide